F[C@@H]1[C@@]2(C[C@H]([C@](C[C@H]1C(=C)C1=CC=C(N=N1)C1=C(C=C(C=C1)N1C=NC=C1)O)(N2)C)F)C 2-(6-(1-((1S,2S,3S,5S,6R)-2,6-difluoro-1,5-dimethyl-8-azabicyclo[3.2.1]octan-3-yl)vinyl)pyridazin-3-yl)-5-(1H-imidazol-1-yl)phenol